N-(1-(2,4-bis(trifluoromethyl)benzyl)-3-methyl-1H-pyrazol-4-yl)-[2,3'-bipyridine]-5'-carboxamide FC(C1=C(CN2N=C(C(=C2)NC(=O)C=2C=C(C=NC2)C2=NC=CC=C2)C)C=CC(=C1)C(F)(F)F)(F)F